P1(=O)(OC2=C(C=C(C=C2C(C)(C)C)C(C)(C)C)CC2=C(C(=CC(=C2)C(C)(C)C)C(C)(C)C)O1)[O-].[Na+] sodium methylenebis(4,6-di-t-butylphenyl) phosphate